N-(4-(4-amino-5-(3-methoxy-4-((4-methylpyridin-2-yl)oxy)phenyl)-7-methyl-7H-pyrrolo[2,3-d]pyrimidin-6-yl)phenyl)acrylamide NC=1C2=C(N=CN1)N(C(=C2C2=CC(=C(C=C2)OC2=NC=CC(=C2)C)OC)C2=CC=C(C=C2)NC(C=C)=O)C